trans-1-(2-(benzyloxy)cyclobutyl)-3-isothiocyanato-5-(trifluoromethyl)pyridin-2(1H)-one C(C1=CC=CC=C1)O[C@H]1[C@@H](CC1)N1C(C(=CC(=C1)C(F)(F)F)N=C=S)=O